C(C1=CC=CC=C1)C=1C=NC(=NC1)N1CCN(CC1)C1=NN2C(C=CC(=C2)C=2C=NC=CC2)=C1 (4-(5-Benzylpyrimidin-2-yl)piperazin-1-yl)-6-(pyridin-3-yl)pyrazolo[1,5-a]pyridine